ClC1=C(C(=C(C=C1OC)OC)Cl)C1=CC2=C(N=C(N=C2)N[C@H]2[C@H](COC2)NC(C=C)=O)C(=N1)CC1COCC1 N-((3R,4S)-4-((6-(2,6-dichloro-3,5-dimethoxyphenyl)-8-((tetrahydrofuran-3-yl)methyl)pyrido[3,4-d]pyrimidin-2-yl)amino)tetrahydrofuran-3-yl)acrylamide